4-acetamido-3-fluoro-5,6,7,8-tetrahydronaphthalene-1-carboxylic acid methyl ester COC(=O)C1=CC(=C(C=2CCCCC12)NC(C)=O)F